6-(1-methyl-1H-pyrazol-3-yl)-4-(4-(5-(trifluoromethyl)pyridin-2-yl)piperazin-1-yl)pyrido[3,2-d]pyrimidine CN1N=C(C=C1)C=1C=CC=2N=CN=C(C2N1)N1CCN(CC1)C1=NC=C(C=C1)C(F)(F)F